tert-butyl (2S,4S)-2-[(5-bromo-2-carbamoylthiophen-3-yl)carbamoyl]-4-methylpyrrolidine-1-carboxylate BrC1=CC(=C(S1)C(N)=O)NC(=O)[C@H]1N(C[C@H](C1)C)C(=O)OC(C)(C)C